1-(3-((5-amino-6-chloropyrimidin-4-yl)amino)-4-(4-methylpiperazin-1-yl)phenyl)-N-(2-(pyrrolidin-1-yl)ethyl)-1H-1,2,3-triazole-4-carboxamide NC=1C(=NC=NC1Cl)NC=1C=C(C=CC1N1CCN(CC1)C)N1N=NC(=C1)C(=O)NCCN1CCCC1